ClC=1C=C(/C=C/C2=CC3=C(B(OC3)O)C=C2)C=C(C1)Cl (E)-5-(3,5-dichlorostyryl)benzo[c][1,2]oxaborol-1(3H)-ol